OC\C(=C/CNC1=C2N=CN(C2=NC=N1)C1[C@H](O)[C@@H](O)[C@H](O)[C@H](O1)CO)\C 6-(Z)-(4-hydroxy-3-methylbut-2-en-1-ylamino)-9-glucopyranosylpurine